CC(C)(C#CC(C)(S)C)S 2,5-dimethyl-3-hexyne-2,5-dithiol